Cl.NC1CCC(CC1)OC1=NC2=C(C=CC=C2C=C1)C#N ((1r,4r)-4-aminocyclohexyloxy)quinoline-8-carbonitrile hydrochloride